(S)-N-(1-(6-(3-Fluorotetrahydrofuran-3-yl)pyridin-2-yl)-1H-pyrazolo[4,3-c]pyridin-6-yl)acetamide F[C@]1(COCC1)C1=CC=CC(=N1)N1N=CC=2C=NC(=CC21)NC(C)=O